2-(2-(4-(o-tolyl)indoline-1-carbonyl)-6,7-dihydrothiazolo[5,4-c]pyridin-5(4H)-yl)acetic acid C1(=C(C=CC=C1)C1=C2CCN(C2=CC=C1)C(=O)C=1SC=2CN(CCC2N1)CC(=O)O)C